2-methoxy-4-(5-((3-methylpiperazin-1-yl)methyl)-1,3,4-thiadiazol-2-yl)aniline COC1=C(N)C=CC(=C1)C=1SC(=NN1)CN1CC(NCC1)C